1-isopropylpyrrolidinium C(C)(C)[NH+]1CCCC1